androst-5-ene-3α,17β-diol C[C@@]12[C@H](CC[C@H]1[C@@H]1CC=C3C[C@@H](CC[C@]3(C)[C@H]1CC2)O)O